FC(C(C(C(C(C(C(C(F)(F)F)(F)F)(F)F)(F)F)(F)F)(F)F)(F)F)(S(=O)(=O)O)F Perfluoro-n-octanesulfonic acid